tert-butyl (2-methyl-5-oxo-5-(4-(trifluoromethyl)phenyl)Pentyl)carbamate CC(CNC(OC(C)(C)C)=O)CCC(C1=CC=C(C=C1)C(F)(F)F)=O